2-(2-Aminoethoxy)-N-(2-(2,6-dioxopiperidin-3-yl)-1-oxoisoindol-4-yl)acetamide trifluoroacetate FC(C(=O)O)(F)F.NCCOCC(=O)NC1=C2CN(C(C2=CC=C1)=O)C1C(NC(CC1)=O)=O